ClC=1C=CC2=C(NC(=N2)N2C[C@H](C(CC2)(F)F)NC(OC(C)(C)C)=O)C1 (R)-tert-butyl (1-(6-chloro-1H-benzo[d]imidazol-2-yl)-4,4-difluoropiperidin-3-yl)carbamate